C(C)OC1NC2=CC=CC=C2C=C1 2-ethoxy-1,2-dihydroquinoline